FC1=CC=C(C=C1)C1=CC(=C(C=N1)CNS(=O)(=O)C)N1CCCC1 N-((6-(4-fluorophenyl)-4-(pyrrolidin-1-yl)pyridin-3-yl)methyl)methanesulfonamide